3-(4-(tert-butyl)phenyl)-2-methylprop-1-en C(C)(C)(C)C1=CC=C(C=C1)CC(=C)C